tert-butyl 4-[(R)-(5-chloro-2-pyridyl)-phenyl-methyl]-4-hydroxy-piperidine-1-carboxylate tert-Butyl-4-[(5-chloro-2-pyridyl)-phenyl-methyl]-4-hydroxy-piperidine-1-carboxylate C(C)(C)(C)OC(=O)N1CCC(CC1)(O)C(C1=CC=CC=C1)C1=NC=C(C=C1)Cl.ClC=1C=CC(=NC1)[C@H](C1(CCN(CC1)C(=O)OC(C)(C)C)O)C1=CC=CC=C1